O=C1N(C(C2=CC=CC=C12)=O)C(C)C1=NC(=NN1C1=NC=C(C=C1)C(=O)N1CCOCC1)NC(OC(C)(C)C)=O tert-Butyl N-[5-[1-(1,3-dioxoisoindolin-2-yl)ethyl]-1-[5-(morpholine-4-carbonyl)-2-pyridyl]-1,2,4-triazol-3-yl]carbamate